ethyl 6-(azetidin-1-ylmethyl)-5-chloro-1-(4-fluorophenyl)-2-oxo-1,2-dihydropyridine-3-carboxylate N1(CCC1)CC1=C(C=C(C(N1C1=CC=C(C=C1)F)=O)C(=O)OCC)Cl